C(=O)(O)C=1C=C(OC2=NNC(=N2)OC2=CC(=CC=C2)C(=O)O)C=CC1 3,5-bis(3'-carboxyphenoxy)-1,2,4-triazole